C(CC)N1CCC(CC1)CC1CCN(CC1)CCC 1-Propyl-4-[(1-propyl-4-piperidyl)methyl]piperidin